C(C1=CC=CC=C1)N1N=CC2=C1N=C(C=C2O)C2CC2 1-benzyl-6-cyclopropyl-1H-pyrazolo[3,4-b]pyridin-4-ol